O=C1NC(CCC1N1C(C2=CC=CC(=C2C1=O)NCC=1N=NN(C1)CCOCCC(=O)NC(C=1C=NC=CC1)C1=CC(=C2C=CC=NC2=C1O)C)=O)=O 3-(2-(4-(((2-(2,6-dioxopiperidin-3-yl)-1,3-dioxoisoindolin-4-yl)amino)-methyl)-1H-1,2,3-triazol-1-yl)ethoxy)-N-((8-hydroxy-5-methylquinolin-7-yl)(pyridin-3-yl)-methyl)propan-amide